FC1=CC(=C(C=C1)C(O)C=1NC=CN1)N1CC(C1)(C)F (4-Fluoro-2-(3-fluoro-3-methylazetidin-1-yl)phenyl)(1H-imidazol-2-yl)methanol